C(C)(C)(C)OC(=O)N(C(OC(C)(C)C)=O)C1=NC(=C(C(=N1)Cl)C)C1=C(C=CC=C1C)CCC(C)C tert-Butyl N-tert-butoxycarbonyl-N-[4-chloro-6-(2-isopentyl-6-methyl-phenyl)-5-methyl-pyrimidin-2-yl]carbamate